C1=CC=CC2=C3C=CC=CC3=C3C=CC4=C(N=CN4)C3=C12 triphenylenoimidazole